C(C)OC[C@H]1N(CC(CC1)C1=CC=C(C=C1)C(F)(F)F)C1=CC=C(N)C=C1 4-((2S)-2-(ethoxymethyl)-5-(4-(trifluoromethyl)phenyl)piperidin-1-yl)aniline